P(=O)(OC[C@]1(O[C@H]([C@@H]([C@@H]1O)O)C1=CC=C2C(=NC=NN21)N)C#N)(OC[C@@H](CCCCCCCCCCCCCCCCCCCC)OC2=CC(=CC=C2)C#N)O ((2R,3S,4R,5S)-5-(4-aminopyrrolo[2,1-f][1,2,4]triazin-7-yl)-2-cyano-3,4-dihydroxytetrahydrofuran-2-yl)methyl ((R)-2-(3-cyanophenoxy)docosyl) hydrogen phosphate